2-((((S)-2-hydroxypropyl)(methyl)amino)methyl)-3-methylpyrrolo[2,1-f][1,2,4]triazin-4(3H)-one O[C@H](CN(C)CC1=NN2C(C(N1C)=O)=CC=C2)C